methyl-(4-hydroxyphenyl)-acetate COC(CC1=CC=C(C=C1)O)=O